C(C)(C)(C)OC(=O)N1CCC2(CC1)[C@H](C1=CC=CC(=C1C2)Cl)N[S@](=O)C(C)(C)C (R)-1-(((R)-tert-butylsulfinyl)amino)-4-chloro-1,3-dihydrospiro[indene-2,4'-piperidine]-1'-carboxylic acid tert-butyl ester